OCCN1C=NC(=C1)C=1C=C(C=CC1NC1=NC=C(C=C1)C(F)(F)F)S(=O)(=O)N(C)CC1=CC=C(C=C1)OC 3-[1-(2-Hydroxyethyl)imidazol-4-yl]-N-[(4-methoxyphenyl)methyl]-N-methyl-4-[[5-(trifluoromethyl)-2-pyridyl]amino]benzenesulfonamide